2-[(2,6-Dimethylpyridin-3-yl)methyl]-8-methyl-4,5-dihydro-2H-furo[2,3-g]indazole-7-carboxylic acid CC1=NC(=CC=C1CN1N=C2C3=C(CCC2=C1)OC(=C3C)C(=O)O)C